tert-Butyl 4-((2-(2-(4-nitrobenzamido)phenyl)benzofuran-6-yl)methyl)piperazine-1-carboxylate [N+](=O)([O-])C1=CC=C(C(=O)NC2=C(C=CC=C2)C=2OC3=C(C2)C=CC(=C3)CN3CCN(CC3)C(=O)OC(C)(C)C)C=C1